FC1([C@@H](O[C@@H]([C@H]1O)CO)N1C(N=C(C=C1)NC(C1=CN=C(C=C1)C(F)(F)F)=O)=O)F N-(1-((2R,4R,5R)-3,3-difluoro-4-hydroxy-5-(hydroxymethyl)tetrahydrofuran-2-yl)-2-oxo-1,2-dihydropyrimidin-4-yl)-6-(trifluoromethyl)nicotinamide